N-ethoxymethyl-N-Methoxymethyl-methacrylamide C(C)OCN(C(C(=C)C)=O)COC